N-(allyloxycarbonyl)-4-hydroxyproline C(C=C)OC(=O)N1[C@@H](CC(C1)O)C(=O)O